2-chloro-N-[2-(2,6-dioxo-3-piperidyl)-1,3-dioxo-isoindolin-5-yl]acetamide ClCC(=O)NC=1C=C2C(N(C(C2=CC1)=O)C1C(NC(CC1)=O)=O)=O